5-[4-(4-formyl-1-piperidyl)phenyl]-6-(4-hydroxyphenyl)-8,9-dihydro-7H-benzo[7]annulene-2-carboxylic acid C(=O)C1CCN(CC1)C1=CC=C(C=C1)C1=C(CCCC2=C1C=CC(=C2)C(=O)O)C2=CC=C(C=C2)O